ClC=1C=C(OC2C(C(C2(C)C)NC(C2=CN=C(C=C2)N2CCN(CC2)CC2=NC=C(C=C2)N2C(NC(CC2)=O)=O)=O)(C)C)C=CC1C#N N-((1r,3r)-3-(3-chloro-4-cyanophenoxy)-2,2,4,4-tetramethylcyclobutyl)-6-(4-((5-(2,4-dioxotetrahydropyrimidin-1(2H)-yl)pyridin-2-yl)methyl)piperazin-1-yl)nicotinamide